1'-(tert-butyl) 5'-methyl (3R,5'S)-2-oxo-6-(trifluoromethyl)spiro[indoline-3,3'-pyrrolidine]-1',5'-dicarboxylate O=C1NC2=CC(=CC=C2[C@]12CN([C@@H](C2)C(=O)OC)C(=O)OC(C)(C)C)C(F)(F)F